N,N-DIETHYLHYDROXYLAMINE CCN(CC)O